1,3,5-trimethyl-3-((1-methylcyclohexyl)methyl)indolin-2-one CN1C(C(C2=CC(=CC=C12)C)(CC1(CCCCC1)C)C)=O